2',3',5',6'-tetramethylazido-p-terphenyl-4,4'-dicarboxylic acid CC1=C(C(=C(C(C1C)(C1=CC=CC=C1)C(=O)O)C)C)C1=C(C=C(C=C1)C(=O)O)N=[N+]=[N-]